methyl 3-chloro-5-(1-cyclopropylvinyl)benzoate ClC=1C=C(C(=O)OC)C=C(C1)C(=C)C1CC1